5-(tert-butoxycarbonyl)-5-azaspiro[2.4]heptan-7-yl (1S)-1-(4-fluorophenyl)-3,4-dihydroisoquinoline-2(1H)-carboxylate FC1=CC=C(C=C1)[C@@H]1N(CCC2=CC=CC=C12)C(=O)OC1CN(CC12CC2)C(=O)OC(C)(C)C